N-(acetamidohexyl)-4-hydroxyproline C(C)(=O)NCCCCCCN1[C@@H](CC(C1)O)C(=O)O